(R)-9-chloro-2-((1r,4R)-4-(dimethylamino)cyclohexyl)-2,4-dimethyl-6-((6-methyl-4-(methylthio)-2-oxo-1,2-dihydropyridin-3-yl)methyl)-7,8-dihydro-[1,3]dioxolo[4,5-g]isoquinolin-5(6H)-one ClC=1C=2CCN(C(C2C(=C2C1O[C@](O2)(C)C2CCC(CC2)N(C)C)C)=O)CC=2C(NC(=CC2SC)C)=O